C(C)N1N=C2CNCCC2=C1C1=CC=CC=C1 2-Ethyl-3-phenyl-2,4,5,7-tetrahydro-6H-pyrazolo[3,4-c]pyridin